C(C)(C)(C)OC(=O)N1CCC(=CC1)C=1N=CC2=C(N1)C=C(N2)C2=CC(=C(C=C2)OC)OC 4-(6-(3,4-Dimethoxyphenyl)-5H-pyrrolo[3,2-d]pyrimidin-2-yl)-3,6-dihydropyridine-1(2H)-carboxylic acid tert-butyl ester